C[C@H]1NCCCCC1 (R)-2-methylazepan